6-oxa-3-azabicyclo[3.2.2]nonane C12CNCC(OC1)CC2